5-formyl-N,N,2-trimethyl-1H-imidazole-1-sulfonamide C(=O)C1=CN=C(N1S(=O)(=O)N(C)C)C